tert-butyl 4-methyl-5-(4,4,5,5-tetramethyl-1,3,2-dioxaborolan-2-yl)-2,3-dihydroindole-1-carboxylate CC1=C2CCN(C2=CC=C1B1OC(C(O1)(C)C)(C)C)C(=O)OC(C)(C)C